BrC1=C2COC(=O)C2=C(C(=C1Br)Br)Br 4,5,6,7-tetrabromophthalide